1-methyl-3-(1-methylethyl)-7-[2,3,5-tri(fluoro)phenyl]Indole-2-carboxylic acid CN1C(=C(C2=CC=CC(=C12)C1=C(C(=CC(=C1)F)F)F)C(C)C)C(=O)O